OC1=C(C=C(C=C1)C(C)(C)C1=CC(=C(C=C1)O)C(C)C)C(C)C 4-[2-(4-hydroxy-3-prop-2-ylphenyl)prop-2-yl]-2-prop-2-ylphenol